N1=CN=C(C=C1)C1(C(C1)C1=NC=CC(=C1)Cl)C(=O)N pyrimidin-4-yl-2-(4-chloropyridin-2-yl)cyclopropane-1-carboxamide